C(C)(=O)N1CCN(CC1)C1=CC=C(CNC(=O)C=2SC=3C(C=4C=CN=CC4C(C3N2)=O)=O)C=C1 N-(4-(4-acetylpiperazin-1-yl)benzyl)-4,9-dioxo-4,9-dihydrothiazolo[5,4-g]isoquinoline-2-carboxamide